C(C1=CC=CC=C1)(=S)SCC1=C(C(=C(C(=C1CSC(C1=CC=CC=C1)=S)CSC(C1=CC=CC=C1)=S)CSC(C1=CC=CC=C1)=S)CSC(C1=CC=CC=C1)=S)CSC(C1=CC=CC=C1)=S hexakis(thiobenzoylthiomethyl)benzene